COC1=NC(=CC=C1[C@@H]1[C@@H](O[C@@]([C@H]1C)(C(F)(F)F)C)C(=O)NC1=CC(=NC=C1)C(=O)N)C(F)(F)F |&1:11| (2R,3R,4S,SR)-4-[[3-[2-methoxy-6-(trifluoromethyl)-3-pyridyl]-4,5-dimethyl-5-(trifluoromethyl)tetrahydrofuran-2-carbonyl]amino]pyridine-2-carboxamide